phospholine Iodine [I].P1=CCCC1